2-(5-(Pyridin-4-yl)-1H-pyrazol-3-yl)naphthalen-1-ol N1=CC=C(C=C1)C1=CC(=NN1)C1=C(C2=CC=CC=C2C=C1)O